Br[N+]#[C-] bromoisonitrile